(7R,9R,11S)-9-Tert-butyl-9-hydroxy-7-[(trimethylsilyl)oxy]-3,5,12-trioxatetracyclo[6.6.0.01,11.04,8]tetradecane-2,6,13-trione C(C)(C)(C)[C@]1(C23[C@H](C(OC2OC(C32[C@H](C1)OC(C2)=O)=O)=O)O[Si](C)(C)C)O